tert-butyl ((R)-1-(4-(2-methyl-5-((S)-3-(2,2,2-trifluoroethyl)pyrrolidine-1-carboxamido)phenyl)-6-morpholinopyridin-2-yl)-2-oxopyrrolidin-3-yl)carbamate CC1=C(C=C(C=C1)NC(=O)N1C[C@@H](CC1)CC(F)(F)F)C1=CC(=NC(=C1)N1CCOCC1)N1C([C@@H](CC1)NC(OC(C)(C)C)=O)=O